C[Si](C)(C)I.[Na] sodium trimethylsilicon iodide